ClC1=C(C=C(C=O)C=C1)F 4-Chloro-3-fluorobenzaldehyde